NC=1SC2=C(N1)C(=CC=C2)C2=C(C(=C(C=C2)S(=O)(=O)C[C@@H](C)NC(OC(C)(C)C)=O)S(N(CC2=CC=C(C=C2)OC)CC2=CC=C(C=C2)OC)(=O)=O)C=2N=NN(N2)CC2=CC=C(C=C2)OC (R)-tert-butyl (1-((4-(2-aminobenzo[d]thiazol-4-yl)-2-(N,N-bis(4-methoxybenzyl)sulfamoyl)-3-(2-(4-methoxybenzyl)-2H-tetrazol-5-yl)phenyl)sulfonyl)propan-2-yl)carbamate